C(#N)C1=C(C=C(OC2C(C(C2(C)C)NC(=O)C=2N=NC(=CC2)N2CCC(CC2)C=O)(C)C)C=C1)OC N-((1r,3r)-3-(4-cyano-3-methoxyphenoxy)-2,2,4,4-tetramethylcyclobutyl)-6-(4-formylpiperidin-1-yl)pyridazine-3-carboxamide